lithium isostearate C(CCCCCCCCCCCCCCC(C)C)(=O)[O-].[Li+]